3-(benzyl-(phenyl)amino)-2-(chlorocarbonyl)acrylic acid C(C1=CC=CC=C1)N(C=C(C(=O)O)C(=O)Cl)C1=CC=CC=C1